ClC1=NC(=C2N=CN(C2=N1)COCC[Si](C)(C)C)NC 2-chloro-N-methyl-9-(2-trimethylsilylethoxymethyl)purin-6-amine